(2S)-2-((tert-butoxycarbonyl)amino)-2-((5S)-1,1-difluorospiro[2.5]octan-5-yl)acetic acid C(C)(C)(C)OC(=O)N[C@H](C(=O)O)[C@@H]1CC2(CC2(F)F)CCC1